ClC1=NC=C(C(=C1F)C)I 2-chloro-3-fluoro-5-iodo-4-methylpyridine